The molecule is a disaccharide that is L-fucopyranose in which the hydroxy group at position 3 has been converted into the corresponding beta-D-glucopyranoside. It is a disaccharide and a beta-D-glucoside. It derives from a L-fucopyranose. C[C@H]1[C@H]([C@H]([C@@H](C(O1)O)O)O[C@H]2[C@@H]([C@H]([C@@H]([C@H](O2)CO)O)O)O)O